C1(C=CC=C1)[Ti](C1=C(C(=CC=C1F)NC(=S)NC1=CC=CC=C1)F)(C1=C(C(=CC=C1F)NC(=S)NC1=CC=CC=C1)F)C1C=CC=C1 bis(cyclopentadienyl)bis[2,6-difluoro-3-(3-phenylthioureido)phenyl]titanium